4-(2-((R or S)-3-(2-isopropylphenyl)morpholino)-7-azaspiro[3.5]nonan-7-yl)benzamide C(C)(C)C1=C(C=CC=C1)[C@@H]1COCCN1C1CC2(C1)CCN(CC2)C2=CC=C(C(=O)N)C=C2 |o1:9|